C1CCC12CN(CC2)C2=NN(C(C=C2)=O)CC(=O)NC2=CC=C1C=NC=NC1=C2 2-[3-(6-Azaspiro[3.4]oct-6-yl)-6-oxopyridazin-1(6H)-yl]-N-(quinazolin-7-yl)acetamide